N1-(4-amino-1,3-dihydrofuro[3,4-c]pyridin-7-yl)-N2-(benzo[d]thiazol-2-ylmethyl)-N2-(1-(3-fluoropyridin-2-yl)ethyl)oxalamide NC1=NC=C(C2=C1COC2)NC(C(=O)N(C(C)C2=NC=CC=C2F)CC=2SC1=C(N2)C=CC=C1)=O